C(C)(=O)C1=CC=C(C(=C1C1=CC(N(C=C1OC)[C@@H](C(=O)NC1=CC=C(C(=O)O)C=C1)CC1CCC1)=O)F)Cl (R)-4-(2-(4-(6-acetyl-3-chloro-2-fluorophenyl)-5-methoxy-2-oxopyridin-1(2H)-yl)-3-cyclobutylpropionylamino)benzoic acid